B([O-])(O)O.IC=1C(=C(C(C(=O)O)=CC1)O)I.[Na+] Sodium Diiodosalicylate Borate